ClC1=CC(=C2C[C@@H]([C@H](C2=C1)OC1=CC=CC=C1)N(C)C)C(F)(F)F 4-[[(1S,2S)-6-chloro-2-(dimethylamino)-4-(trifluoromethyl)-2,3-dihydro-1H-inden-1-yl]oxy]benzene